phenyl(m-trifluoromethyl-phenyl)methylene(cyclopentadienyl)(3,6-di-tert-butylfluorenyl)zirconium dichloride [Cl-].[Cl-].C1(=CC=CC=C1)C(=[Zr+2](C1=CC(=CC=2C3=CC(=CC=C3CC12)C(C)(C)C)C(C)(C)C)C1C=CC=C1)C1=CC(=CC=C1)C(F)(F)F